2,3,5-triethyl-piperazine C(C)C1NCC(NC1CC)CC